FC(CN1N=C(C(=C1)C1=NC=NC2=CC(=C(C=C12)[C@@H](C)O)C=1C=NN(C1)C)C1=CC=CC=C1)F (R)-1-(4-(1-(2,2-difluoroethyl)-3-phenyl-1H-pyrazol-4-yl)-7-(1-methyl-1H-pyrazol-4-yl)quinazolin-6-yl)ethan-1-ol